ClC1=C(C=C(C(=C1)Cl)OC)NC1=C(C=NC2=CC(=C(C=C12)OC)OCCCN1CCN(CC1)C([2H])([2H])[2H])C#N 4-((2,4-dichloro-5-methoxyphenyl)amino)-6-methoxy-7-(3-(4-(methyl-d3)piperazin-1-yl)propoxy)quinoline-3-carbonitrile